[Co].[Mn].[La] lanthanum-manganese-cobalt